10-(3,5-dimethoxyphenyl)-9-mesityl-1,3,6,8-tetramethoxyacridine COC=1C=C(C=C(C1)OC)N1C=2C=C(C=C(C2C(C2=C(C=C(C=C12)OC)OC)C1=C(C=C(C=C1C)C)C)OC)OC